2-(2-(difluoromethoxy)-7-methylquinoxalin-5-yl)-7-methoxy-4-methylbenzo[d]thiazole FC(OC1=NC2=CC(=CC(=C2N=C1)C=1SC2=C(N1)C(=CC=C2OC)C)C)F